N1N=CC2=CC=C(C=C12)NC=1C2=C(N=CN1)C=CN=C2 N-(1H-indazol-6-yl)pyrido[4,3-d]pyrimidin-4-amine